2-((2-(bromomethyl)-2'-fluoro-5'-methoxy-[1,1'-biphenyl]-4-yl)methoxy)tetrahydro-2H-pyran BrCC1=C(C=CC(=C1)COC1OCCCC1)C1=C(C=CC(=C1)OC)F